ClC=1C=C2C=CC(=NC2=CC1)NC(=O)C1CCN(CC1)C(=O)OC(C)(C)C tert-butyl 4-(6-chloroquinolin-2-ylcarbamoyl)piperidine-1-carboxylate